2,4-dimethyl-1,5-pentylenediamine CC(CN)CC(CN)C